(2S)-2-amino-3-(2-chlorophenoxy)propionic acid N[C@H](C(=O)O)COC1=C(C=CC=C1)Cl